(S)-2-(4-bromo-2-(1,1-difluoropropyl)phenoxy)propionic acid methyl ester COC([C@H](C)OC1=C(C=C(C=C1)Br)C(CC)(F)F)=O